5-bromo-7-iodo-pyrazolo[1,5-a]pyridine BrC1=CC=2N(C(=C1)I)N=CC2